(2-chloro-5-iodophenyl)(4-fluorophenyl)methanone ClC1=C(C=C(C=C1)I)C(=O)C1=CC=C(C=C1)F